ClC1=C(C=C(C=C1)F)C1NC(C2=C1C(=CC1=CN(N=C21)CC)C2=C(C(=O)N)C=C(C=C2F)C(F)(F)F)=O (6-(2-chloro-5-fluorophenyl)-2-ethyl-8-oxo-2,6,7,8-tetrahydropyrrolo[3,4-g]indazol-5-yl)-3-fluoro-5-(trifluoromethyl)benzamide